CC1=NN(C2=NC(=CN=C21)N2CC1(C2)CN(CC1)C1=NC(=NC(=C1)C(F)(F)F)C)CC(F)(F)F 2-[3-methyl-1-(2,2,2-trifluoroethyl)-1H-pyrazolo[3,4-b]pyrazin-6-yl]-6-[2-methyl-6-(trifluoromethyl)pyrimidin-4-yl]-2,6-diazaspiro[3.4]octane